(12aR)-9-bromo-8-fluoro-10-iodo-3,4,12,12a-tetrahydro-6H-pyrazino[2,1-c][1,4]benzooxazepine-2(1H)-carboxylic acid tert-butyl ester C(C)(C)(C)OC(=O)N1C[C@@H]2COC3=C(CN2CC1)C=C(C(=C3I)Br)F